3-(4-((cyanomethyl)sulfonamido)phenyl)-5-((6-(trifluoromethyl)pyridin-2-yl)amino)-1H-pyrazole-4-carboxamide C(#N)CS(=O)(=O)NC1=CC=C(C=C1)C1=NNC(=C1C(=O)N)NC1=NC(=CC=C1)C(F)(F)F